1,3,5-tris(tert-pentylperoxyisopropyl)benzene C(C)(C)(CC)OOC(C)(C)C1=CC(=CC(=C1)C(C)(C)OOC(C)(C)CC)C(C)(C)OOC(C)(C)CC